BrC1C=C(C(=O)NC)C=CC1(C)N1C(C(=CC=C1C)OCC1=C(C=C(C=C1)F)CNC(=O)NC1CC1)=O 3-bromo-4-{[2-({[(cyclopropylamino)carbonyl]amino}methyl)-4-fluorobenzyl]oxyl-6-methyl-2-oxopyridin-1(2H)-yl}-N,4-dimethylbenzamide